di(hydroxyethyl)methyltetradecylammonium OCC[N+](CCCCCCCCCCCCCC)(C)CCO